(5-bromo-2-methylthiophen-3-yl)acetamide Methyl-6-(8-(benzo[d]thiazol-2-ylcarbamoyl)-3,4-dihydroisoquinolin-2(1H)-yl)-3-bromopicolinate COC(C1=NC(=CC=C1Br)N1CC2=C(C=CC=C2CC1)C(NC=1SC2=C(N1)C=CC=C2)=O)=O.BrC2=CC(=C(S2)C)CC(=O)N